CC(CCCC1=CC=C(C=C1)CC)(C)C 1-(4,4-dimethyl-n-amyl)-4-ethylbenzene